FC(CC)(F)C1CC(C=2N1N=C(N2)C(=O)O)F 5-(1,1-difluoropropyl)-7-fluoro-6,7-dihydro-5H-pyrrolo[1,2-b][1,2,4]triazole-2-carboxylic acid